3,5-dichloro-4-aminopyridazine ClC=1N=NC=C(C1N)Cl